1H-IMIDAZOL-4-YLBORONIC ACID N1C=NC(=C1)B(O)O